5-chloro-3-(6-piperazin-1-yl-2-pyridyl)pyrazolo[1,5-a]pyridine ClC1=CC=2N(C=C1)N=CC2C2=NC(=CC=C2)N2CCNCC2